C(C)N1C(N=CC=C1)=O ethylpyrimidin-2(1H)-one